acryloyloxymethyl-2-cyclohexyl-1,3-dioxolane C(C=C)(=O)OCC1(OCCO1)C1CCCCC1